FC(C(=O)NC(CO)(C)C)(F)C=1N(C=CC1C(=O)NC1=CC(=C(C=C1)F)C)C 2-(1,1-difluoro-2-((1-hydroxy-2-methylpropan-2-yl)amino)-2-oxoethyl)-N-(4-fluoro-3-methylphenyl)-1-methyl-1H-pyrrole-3-carboxamide